CN1C(C(=C(C(=C1)C)[O-])NC(N[C@@H](CC(=O)[O-])C=1C=C(C=CC1)C1=C(C=CC(=C1)OC)C)=O)=O.[Na+].[Na+] Natrium (S)-3-(3-(1,5-Dimethyl-4-oxido-2-oxo-1,2-dihydropyridin-3-yl)ureido)-3-(5'-methoxy-2'-methylbiphenyl-3-yl)propanoat